N1CCC(CCC1)CC=1C=CC2=C(C(=NO2)N2C(NC(CC2)=O)=O)C1 1-(5-(azepan-4-ylmethyl)benzo[d]isoxazol-3-yl)dihydropyrimidine-2,4(1H,3H)-dione